3-bromo-5-iodo-N-[1-(3-pyrazin-2-ylpyrazin-2-yl)ethyl]benzamide BrC=1C=C(C(=O)NC(C)C2=NC=CN=C2C2=NC=CN=C2)C=C(C1)I